F[C@@H]1CN(C[C@@H]1F)C(=O)[C@@H]1CCCC=2N1C(N(N2)CC=2C=NC(=CC2)OC)=O (5S)-5-{[(3R,4S)-3,4-Difluoropyrrolidin-1-yl]carbonyl}-2-[(6-methoxypyridin-3-yl)methyl]-5,6,7,8-tetrahydro[1,2,4]triazolo[4,3-a]pyridin-3(2H)-one